6-(4,4,5,5-tetramethyl-1,3,2-dioxaborolan-2-yl)-4-(trifluoromethyl)-3,4-dihydroisoquinolin-1(2H)-one CC1(OB(OC1(C)C)C=1C=C2C(CNC(C2=CC1)=O)C(F)(F)F)C